1-amino-5-(diethylamino)pent-3-yn-2-ol NCC(C#CCN(CC)CC)O